O=C1NC(CCC1N1C(C2=CC=C(C(=C2C1=O)F)CNC1=C(C=C(C(=C1)OC)NC1=NC=CC(=N1)C1=CN(C2=CC=CC=C12)C)[N+](=O)[O-])=O)=O 2-(2,6-dioxopiperidin-3-yl)-4-fluoro-5-(((5-methoxy-4-((4-(1-methyl-1H-indol-3-yl)pyrimidin-2-yl)amino)-2-nitrophenyl)amino)methyl)isoindoline-1,3-dione